COC1=CC=C(/C=C/C2=CC(CC(C2)(C)C)=O)C=C1 (E)-3-(4-methoxystyryl)-5,5-dimethylcyclohex-2-en-1-one